CC1(COC1)C1=CC=C(C=N1)C=1N=C2SCCCN2C(C1C#N)=O 8-(6-(3-methyloxetan-3-yl)pyridin-3-yl)-6-oxo-3,4-dihydro-2H,6H-pyrimido[2,1-b][1,3]thiazine-7-carbonitrile